CNC1=C(C=C(C=C1)C)SC1=CC=CC=C1 N,4-dimethyl-2-(phenylthio)aniline